ClC=1C=CC(=C(C1)C1=CC(NC=C1OC)=O)N1N=NC(=C1)C(F)(F)F 4-{5-chloro-2-[4-(trifluoromethyl)-1H-1,2,3-triazol-1-yl]Phenyl}-5-methoxypyridin-2(1H)-one